(S)-2-(8-chloro-2-(pyrazolo[1,5-a]pyridine-2-carbonyl)-2,3-dihydro-1H-pyrrolo[3,2,1-ij]quinazolin-7-carboxamido)-3-(3-(methylsulfonyl)phenyl)propanoic acid ClC1=CC=2CN(CN3C2C(=C1C(=O)N[C@H](C(=O)O)CC1=CC(=CC=C1)S(=O)(=O)C)C=C3)C(=O)C3=NN1C(C=CC=C1)=C3